p-toluenesulfonic acid copper [Cu].CC1=CC=C(C=C1)S(=O)(=O)O